ClC=1C(=CC2=C(N=C(S2)NCCC2=CC(=NO2)C(=O)NO)C1)Cl 5-(2-((5,6-dichlorobenzothiazol-2-yl)amino)ethyl)-N-hydroxyisoxazole-3-carboxamide